3-methyl-2-(2-(phenylamino)vinyl)benzo[d]thiazol-3-ium C[N+]1=C(SC2=C1C=CC=C2)C=CNC2=CC=CC=C2